(S)-3-(3-(6-bromo-7-((1-(ethylsulfonyl)pyrrolidine-3-yl)amino)-3H-imidazo[4,5-b]pyridine-2-yl)-2,5-dimethyl-1H-pyrrol-1-yl)benzoic acid BrC=1C(=C2C(=NC1)NC(=N2)C2=C(N(C(=C2)C)C=2C=C(C(=O)O)C=CC2)C)N[C@@H]2CN(CC2)S(=O)(=O)CC